(1S,3S,5S)-N-(2-methoxyethyl)-3-methyl-5-(8-(trifluoromethyl)quinoxalin-5-yl)cyclohexylamine COCCN[C@H]1C[C@H](C[C@@H](C1)C1=C2N=CC=NC2=C(C=C1)C(F)(F)F)C